diethyl-amine formate C(=O)O.C(C)NCC